(+)-(2S)-2-[(4,6-dimethylpyrimidin-2-yl)-oxy]-3-methoxy-3,3-diphenyl-propionic acid CC1=NC(=NC(=C1)C)O[C@H](C(=O)O)C(C1=CC=CC=C1)(C1=CC=CC=C1)OC